(5R,6aR)-5-fluoro-3-(trifluoromethyl)-5,6,6a,7,9,10-hexahydro-8H-pyrazino[1,2-a][1,8]naphthyridin F[C@@H]1C[C@H]2N(C=3N=CC(=CC13)C(F)(F)F)CCNC2